N(=C=O)CCCCCC(=O)OC1=C(C(=C(C(=C1F)F)F)F)F Perfluorophenyl 6-isocyanatohexanoate